N-((3,3-difluorocyclobutyl)methyl)-5-(2-(neopentylamino)-7H-pyrrolo[2,3-d]pyrimidin-5-yl)pyrazolo[1,5-a]pyridine-3-carboxamide FC1(CC(C1)CNC(=O)C=1C=NN2C1C=C(C=C2)C2=CNC=1N=C(N=CC12)NCC(C)(C)C)F